N-(2-((2-(2,6-dichloro-3,5-dimethoxyphenyl)-3-methyl-4-oxo-3,4-dihydropyrido[3,4-d]pyrimidin-6-yl)amino)-3-methyl-5-(4-methyl-piperazin-1-yl)phenyl)acrylamide ClC1=C(C(=C(C=C1OC)OC)Cl)C=1N(C(C2=C(N1)C=NC(=C2)NC2=C(C=C(C=C2C)N2CCN(CC2)C)NC(C=C)=O)=O)C